(2RS)-4-aminobutan-2-ol NCC[C@@H](C)O |r|